C(#C)C1=CC(=C(C2=C1C=CO2)C#C)C#C 4,6,7-tri-ethynyl-benzofuran